OC=1C=C2C=CC=C(C2=CC1)C1=C(C(=NC=2CN(CCC12)CC(C(F)(F)F)O)N1CC2(CN(C2)C(=O)OC(C)(C)C)CC1)C tert-butyl 6-(4-(6-hydroxynaphthalen-1-yl)-3-methyl-7-(3,3,3-trifluoro-2-hydroxypropyl)-5,6,7,8-tetrahydro-1,7-naphthyridin-2-yl)-2,6-diazaspiro[3.4]octane-2-carboxylate